7-[(S)-3-(3-chloro-2-tolyl)-3-pyrrolidinylamino]-1-methyl-2(1H)-quinolinone ClC=1C(=C(C=CC1)C)[C@@]1(CNCC1)NC1=CC=C2C=CC(N(C2=C1)C)=O